C(C=C)N1[C@@H](CC1)CN1C2=C(OCC3(CCOC4=CC(=CC=C34)Cl)C1)C=CC(=C2)C(=O)O 5-(((S)-1-allylazetidin-2-yl)methyl)-7'-chloro-4,5-dihydro-2H-spiro[benzo[b][1,4]oxazepine-3,4'-chromane]-7-carboxylic acid